6-(5-Chlorooxazolo[4,5-b]pyridin-2-yl)-2-methyl-5,7-dihydropyrrolo[3,4-c]pyridazin-3-one ClC1=CC=C2C(=N1)N=C(O2)N2CC1=NN(C(C=C1C2)=O)C